N-(2-(4,4-difluorocyclohexyl)-4-(2,5-difluorophenyl)pyridin-3-yl)-6-methoxyspiro[3.3]heptane-2-carboxamide FC1(CCC(CC1)C1=NC=CC(=C1NC(=O)C1CC2(C1)CC(C2)OC)C2=C(C=CC(=C2)F)F)F